7-methyl-2,4,6,7-tetrahydropyrazolo[4,3-c]Pyridine-5-carboxylic acid tert-butyl ester C(C)(C)(C)OC(=O)N1CC=2C(C(C1)C)=NNC2